C(C)OC(C)=O.N(=NC(C#N)(C)C)C(C#N)(C)C 2,2'-azobisisobutyronitrile ethyl-acetate